BrC1=NN(C(=C1)C1=NC2=C(C(O1)=O)C=C(C=C2C)Cl)C2=NC=CC=C2Cl 2-[3-bromo-1-(3-chloro-2-pyridyl)-1H-pyrazol-5-yl]-6-chloro-8-methyl-4H-3,1-benzoxazin-4-one